CC=1SC2=C(C1C(=O)NC1C(NCC1)=O)C=C(C=C2)OCC=2C(=NC=CC2)C(F)(F)F 2-methyl-N-(2-oxopyrrolidin-3-yl)-5-{[2-(trifluoromethyl)pyridin-3-yl]methoxy}-1-benzothiophene-3-carboxamide